OC1=C(C(=CC(=C1)C(F)(F)F)C)C=1C=CC=2C(N1)=NN(C2)CC21CN(C([C@H]1C2)=O)C (S)-5-((6-(2-hydroxy-6-methyl-4-(trifluoromethyl)phenyl)-2H-pyrazolo[3,4-b]pyridin-2-yl)methyl)-3-methyl-3-azabicyclo[3.1.0]hexan-2-one